CN1CC(C1)(C)[C@@](C=1C=C(C=NC1)C1=NOC(=N1)C1(CN(CCC1)C(C)=O)C)(C1=CC=C(C=C1)C(C)C)O 1-[3-(3-{5-[(R)-(1,3-Dimethyl-azetidin-3-yl)-hydroxy-(4-isopropyl-phenyl)-methyl]-pyridin-3-yl}-[1,2,4]oxadiazol-5-yl)-3-methyl-piperidin-1-yl]-ethanone